BrC=1C=C(C=C(C1)Cl)C(C(=O)OC(C)(C)C)=O tert-butyl 2-(3-bromo-5-chloro-phenyl)-2-oxo-acetate